FC1=CC=C(C=C1)C1=NC(=NC=2[C@]3([C@H](CCC12)[C@H](C(C(=C3)C#N)=O)C)C)C3=CC(=NC=C3)C (6aR,7R,10aS)-4-(4-fluorophenyl)-7,10a-dimethyl-2-(2-methylpyridin-4-yl)-8-oxo-5,6,6a,7,8,10a-hexahydrobenzo[h]quinazoline-9-carbonitrile